ClC1=CC=C(C=C1)N1C(=NC(=C1C(=O)O)C)C 1-(4-chlorophenyl)-2,4-dimethyl-1H-imidazole-5-carboxylic acid